N-(2-isopropenylphenyl)-cinnamamide C(=C)(C)C1=C(C=CC=C1)NC(C=CC1=CC=CC=C1)=O